C(C=C)OC1=C(C=O)C=C(C=C1Cl)Cl 2-allyloxy-3,5-dichlorobenzaldehyde